C(C)(C)(C)OC(=O)N1[C@@H](CN(C[C@@H]1C)C1=C2C=CC(=NC2=C(C=C1)C(=O)OC)OC)C methyl 5-[(3R,5S)-4-(tert-butoxycarbonyl)-3,5-dimethylpiperazin-1-yl]-2-methoxyquinoline-8-carboxylate